((tert-butoxycarbonyl)amino)-3-ethyl-1,3-dimethyl-2-oxoindoline-5-carboxylic acid methyl ester COC(=O)C=1C(=C2C(C(N(C2=CC1)C)=O)(C)CC)NC(=O)OC(C)(C)C